COC(=O)N1C=NC2=C1C=C(C(=C2)C2=C(C=CC=C2)Cl)C2=C(C=CC=C2)Cl 5,6-bis(2-chlorophenyl)-1H-benzimidazole-1-carboxylic acid methyl ester